C(C)C(C(=O)O)CCCCCCCCC ethylundecylic acid